1,3-dibutyl-imidazole iodide [I-].C(CCC)N1CN(C=C1)CCCC